3-[5-(pyrrolidine-1-carbonyl) furan-2-yl]propanoate N1(CCCC1)C(=O)C1=CC=C(O1)CCC(=O)[O-]